C12=CC=CC3=CC=CC(=C13)C(=O)OC2=O 1,8-naphthalenedicarboxylic anhydride